(2,4-di-tert-butylphenyl)[1,1-biphenyl] C(C)(C)(C)C1=C(C=CC(=C1)C(C)(C)C)C1=C(C=CC=C1)C1=CC=CC=C1